(4-tert-butylcyclohexyl) cyclopentyl fumarate C(\C=C\C(=O)OC1CCCC1)(=O)OC1CCC(CC1)C(C)(C)C